[bis(indol-3-yl)imidazol-2-yl]methane N1C=C(C2=CC=CC=C12)C1=C(N=C(N1)C)C1=CNC2=CC=CC=C12